1-(2,4-dichlorophenyl)-2-(imidazol-1-yl)ethylamine ClC1=C(C=CC(=C1)Cl)C(CN1C=NC=C1)N